C(C)[Si](C1=C(C=CC=C1)OC)(CC)CC triethyl-(2-methoxyphenyl)silane